4-Chloro-5-cyano-1H-pyrrolo[2,3-b]pyridine 7-oxide ClC1=C2C(=[N+](C=C1C#N)[O-])NC=C2